OC(=O)C(F)(F)F.C1(=CC=CC=C1)CCCC1=NOC(=N1)[C@H]1NCC2(CC2)C1 3-(3-phenylpropyl)-5-{(6S)-5-azaspiro[2.4]hept-6-yl}-1,2,4-oxadiazole TFA salt